hydroxy-ethyl methacrylate C(C(=C)C)(=O)OCCO